COCCCOC1=C(C(=NC=C1)CSC1=NC2=C(N1)C=CC(=C2)C2=NC=CC=C2)C 2-[({4-[(3-methoxypropyl)oxy]-3-methylpyridin-2-yl}methyl)thio]-5-(pyridin-2-yl)-1H-benzo[d]imidazole